2-nitro-5-methylaminophenol hydrochloride Cl.[N+](=O)([O-])C1=C(C=C(C=C1)NC)O